IC1=C(C=CC=C1C)C1(CC1)C#N 1-(2-iodo-3-methylphenyl)cyclopropane-1-carbonitrile